COC1=CC=C(C=C1)S(=O)(=O)C=1C=NC2=CC=C(C=C2C1NN1CCN(CC1)C)S(=O)C 3-((4-methoxyphenyl)sulfonyl)-N-(4-methylpiperazin-1-yl)-6-(methylsulfinyl)quinolin-4-amine